N-((3-(7-(((3S,4R)-3-fluoropiperidin-4-yl)amino)-3-(2,2,2-trifluoroethyl)benzo[b]thiophen-2-yl)-1,2,4-oxadiazol-5-yl)methyl)pyridine-3-sulfonamide F[C@H]1CNCC[C@H]1NC1=CC=CC2=C1SC(=C2CC(F)(F)F)C2=NOC(=N2)CNS(=O)(=O)C=2C=NC=CC2